2-ethylbutylstyrene C(C)C(CC=CC1=CC=CC=C1)CC